N-(6-amino-5-ethylpyridin-3-yl)-2-((2R,5S)-5-methyl-2-(3-((1-methylpiperidin-4-yl)Methoxy)phenyl)piperidin-1-yl)-2-oxoacetamide NC1=C(C=C(C=N1)NC(C(=O)N1[C@H](CC[C@@H](C1)C)C1=CC(=CC=C1)OCC1CCN(CC1)C)=O)CC